5-{2-amino-[1,2,4]triazolo[1,5-a]pyridin-7-yl}-N-{[2-(cyclopentyloxy)phenyl]methyl}-2-methoxy-6-methylpyridine-3-carboxamide NC1=NN2C(C=C(C=C2)C=2C=C(C(=NC2C)OC)C(=O)NCC2=C(C=CC=C2)OC2CCCC2)=N1